o-formylbenzaldehyde C(=O)C1=C(C=O)C=CC=C1